Aluminium hydrate O.[Al]